CN(CCCN1CN(CN(C1)CCCN(C)C)CCCN(C)C)C 1,3,5-tris-(3-[dimethyl-amino]propyl)-hexa-hydro-1,3,5-triazine